2-((6-(hydroxymethyl)-2H-chromen-5-yl)oxy)-1-phenylethanone OCC=1C(=C2C=CCOC2=CC1)OCC(=O)C1=CC=CC=C1